The molecule is an O-acylcarnitine having dodecanoyl as the acyl substituent. It has a role as a human metabolite. It is an O-acylcarnitine and a dodecanoate ester. CCCCCCCCCCCC(=O)OC(CC(=O)[O-])C[N+](C)(C)C